C1=CC=C(C=C1)CCCC(=O)[O-] The molecule is a carboxylic acid anion obtained by the removal of proton from the carboxy group of 4-phenylbutyric acid. It is a conjugate base of a 4-phenylbutyric acid.